N-(8'-(difluoromethoxy)-4'H-spiro[cyclopropane-1,5'-naphtho[2,1-d]isoxazol]-3'-yl)-2-methoxybenzenesulfonamide FC(OC1=CC=C2C3(CC=4C(=NOC4C2=C1)NS(=O)(=O)C1=C(C=CC=C1)OC)CC3)F